F[B-](F)(F)F.C(C=C)N1CN(C=C1)CCCCCC 1-allyl-3-hexylimidazole tetrafluoroborate